CN(C(C(=O)C1=CC=C(C=C1)N1CCOCC1)(CC)CC1=CC=C(C=C1)C)C 2-dimethylamino-2-(4-methylbenzyl)-1-(4-morpholinophenyl)-1-butanone